2-[[(2S)-2-[(4-methoxy-1H-indole-2-carbonyl)amino]-4-methyl-pentanoyl]amino]propanoate COC1=C2C=C(NC2=CC=C1)C(=O)N[C@H](C(=O)NC(C(=O)[O-])C)CC(C)C